5-cyclopropyl-6-(3-methylimidazo[4,5-c]pyridin-7-yl)-3-(4-morpholinoanilino)pyrazine-2-carboxamide C1(CC1)C=1N=C(C(=NC1C=1C2=C(C=NC1)N(C=N2)C)C(=O)N)NC2=CC=C(C=C2)N2CCOCC2